(3-bromo-7-(butylamino)-1H-pyrazolo[4,3-d]Pyrimidin-5-yl)carbamic acid methyl ester COC(NC=1N=C(C2=C(N1)C(=NN2)Br)NCCCC)=O